butyl-3-(4-(2-methyl-1-phenyl-1H-benzimidazol-5-yl)phenyl)urea C(CCC)NC(=O)NC1=CC=C(C=C1)C1=CC2=C(N(C(=N2)C)C2=CC=CC=C2)C=C1